6-(cyclopropylcarboxy)-N-(methyl-d3)pyridazine-3-carboxamide oxalate C(C(=O)O)(=O)O.C1(CC1)OC(=O)C1=CC=C(N=N1)C(=O)NC([2H])([2H])[2H]